NC1CCN(CC1)C(=O)N1CCC(CC1)N1C[C@@H](CCC1)NC=1N=NC(=C(C1)C)C1=C(C=C(C=C1)C(F)(F)F)O (R)-(4-aminopiperidin-1-yl)(3-((6-(2-hydroxy-4-(trifluoromethyl)phenyl)-5-methylpyridazin-3-yl)amino)-[1,4'-bipiperidin]-1'-yl)methanone